7,8-dihydro-alpha-ionone CC1=CCCC(C1CCC(=O)C)(C)C